C(C1=CC=CC=C1)NC([C@@H](C)NC(C=CC)=O)=O (R,S)-4-((1-(benzylamino)-1-oxopropan-2-yl)amino)-4-oxobut-2-ene